lithium bistrimethyl-aminotetrahydrofuran CC1(C(OCC1)(N)C)C.CC1(C(OCC1)(N)C)C.[Li]